C(CCC)(=O)N1CCOCC1 4-butanoyl-morpholine